(2-(azetidin-1-yl)-4-bromo-6-fluorophenyl)methanamine N1(CCC1)C1=C(C(=CC(=C1)Br)F)CN